4-fluoro-1-[2-(2-oxo-1,3-oxazolidin-3-yl)acetyl]-N-{phenyl[4-(propan-2-yl)phenyl]methyl}pyrrolidine-2-carboxamide FC1CC(N(C1)C(CN1C(OCC1)=O)=O)C(=O)NC(C1=CC=C(C=C1)C(C)C)C1=CC=CC=C1